7-(benzyloxy)-3-bromo-4-chloroquinoline C(C1=CC=CC=C1)OC1=CC=C2C(=C(C=NC2=C1)Br)Cl